OCCCC(O)(C[N+](C)(C)C)CC([O-])=O hydroxypropyl-carnitine